7-((2S,5R)-2,5-diethyl-4-(1-(quinoxalin-2-yl)ethyl)piperazin-1-yl)-4-methyl-2,4-dihydro-5H-pyrazolo[4,3-b]pyridin-5-one C(C)[C@@H]1N(C[C@H](N(C1)C(C)C1=NC2=CC=CC=C2N=C1)CC)C=1C=2C(N(C(C1)=O)C)=CNN2